CC1=CC=C(C=C1)N1C(C2=CC=CC=C2C1=O)=O 2-(4-methylphenyl)-isoindoline-1,3-dione